(S)-2-Chloro-N-(2,4-dimethoxybenzyl)-4-(3-(dimethylamino)-3-(3-(trifluoromethyl)-phenethyl)piperidin-1-yl)-6-methyl-N-(pyrimidin-4-yl)benzenesulfonamide ClC1=C(C(=CC(=C1)N1C[C@@](CCC1)(CCC1=CC(=CC=C1)C(F)(F)F)N(C)C)C)S(=O)(=O)N(C1=NC=NC=C1)CC1=C(C=C(C=C1)OC)OC